2-ethyl-N-{8-fluoro-2-methylimidazo[1,2-a]pyridin-6-yl}-4-(4-{[(1-hydroxycyclopropyl)methyl]amino}piperidin-1-yl)indazole-7-carboxamide C(C)N1N=C2C(=CC=C(C2=C1)N1CCC(CC1)NCC1(CC1)O)C(=O)NC=1C=C(C=2N(C1)C=C(N2)C)F